CC(C1=CC=CC=C1)N=C=O (-)-α-methylbenzyl isocyanate